6-methoxy-2-(2-methoxy-7-methylquinoxalin-5-yl)benzo[d]Thiazole-4-carboxylic acid methyl ester COC(=O)C=1C=C(C=C2C1N=C(S2)C2=C1N=CC(=NC1=CC(=C2)C)OC)OC